methyl {4-[5-(tri-fluoromethyl)-1,2,4-oxadiazol-3-yl]phenyl}carbamate FC(C1=NC(=NO1)C1=CC=C(C=C1)NC(OC)=O)(F)F